COC(=O)C=1C=C2C(=CC=CN2C1)Cl.N1=CC=C(C=C1)C=1C2=CC=CC=C2C(=C2C=CC=CC12)C1=CC=NC=C1 9,10-Bis(4-pyridyl)anthracene methyl-8-chloroindolizine-2-carboxylate